7-amino-3-(2-fluoro-6-methyl-phenyl)-1-(4-piperidyl)-4H-pyrimido[4,5-d]pyrimidin-2-one NC1=NC=C2C(=N1)N(C(N(C2)C2=C(C=CC=C2C)F)=O)C2CCNCC2